3-cyclopropyl-1-(2-fluoro-4-iodophenyl)-6,8-dimethyl-2,4,7-trioxo-1,2,3,4,7,8-hexahydropyrido[2,3-d]pyrimidin-5-yl triflate O(S(=O)(=O)C(F)(F)F)C1=C(C(N(C=2N(C(N(C(C21)=O)C2CC2)=O)C2=C(C=C(C=C2)I)F)C)=O)C